Pyrido[2,3-d]Pyridazin-5-one hydrochloride Cl.N1=CC=CC2=C1C=NNC2=O